N1=CC=CC(=C1)C1N(C)CCC1 e-nicotine